ClC=1C=C(C=CC1N(C(CC)=O)C)C1=CC=C(C=C1)C(=O)NCC=1C=NC=CC1 3'-chloro-4'-(N-methylpropanamido)-N-(pyridin-3-ylmethyl)-[1,1'-biphenyl]-4-carboxamide